CCCCCCCC/C=C\\CCCCCCCCCC(=O)[O-] The molecule is a very long-chain fatty acid anion that is the conjugate base of gondoic acid, formed by deprotonation of the carboxylic acid group. It has a role as a plant metabolite and a human metabolite. It is an unsaturated fatty acid anion, an icosanoid anion, a long-chain fatty acid anion and an icosenoate. It is a conjugate base of an (11Z)-icos-11-enoic acid.